C12(CC3CC(CC(C1)C3)C2)S(=O)(=O)[O-] adamantane-sulfonate